fluorine isopropyl-pentafluoroethyl-acetone C(C)(C)C(C(C)=O)C(C(F)(F)F)(F)F.[F]